COC(=O)C1=CN(C(=C1)C1=NC=C(C=C1F)N1CC(C1)C(F)(F)F)C.ClCC(CC1=C(C=C(C=C1)OC)OC)=O 3-chloro-1-(2,4-dimethoxyphenyl)acetone methyl-5-{3-fluoro-5-[3-(trifluoromethyl)azetidin-1-yl]pyridin-2-yl}-1-methyl-1H-pyrrole-3-carboxylate